C(C)(SC1=C(C=C2C=C(N(C2=C1)S(=O)(=O)C1=CC=CC=C1)CNC(=O)C1(CC1)C)Cl)=O S-(5-chloro-2-((1-methylcyclopropanecarboxamido)methyl)-1-(phenylsulfonyl)-1H-indol-6-yl) ethanethioate